C1(=CC=CC=C1)[C@@H]1CC[C@H]2OC3(C(N21)=O)CC(C3)OC=3C=NC=C(C3)C(F)(F)F (5'S,7a'R)-5'-phenyl-3-{[5-(trifluoromethyl)pyridin-3-yl]oxy}tetrahydro-3'H-spiro[cyclobutane-1,2'-pyrrolo[2,1-b][1,3]oxazol]-3'-one